(3,5-di-tert-butyl-4-hydroxyphenyl)propionic acid stearyl ester C(CCCCCCCCCCCCCCCCC)OC(C(C)C1=CC(=C(C(=C1)C(C)(C)C)O)C(C)(C)C)=O